C(=C)C=1C=C2C=3C=CC=CC3C(=CC2=C2C=CC=CC12)C=C 6,12-divinylchrysene